CCCCC/C(=C/C1=CC=CC=C1)/C=O α-pentyl-β-phenylacrolein